FC1=C(COC(=O)NC2=C(N=NN2C2=CC=C(C=C2)C2=CC=C(C=C2)C2(CC2)C(=O)O)C)C=CC=C1 1-(4'-(5-((((2-fluorobenzyl)oxy)carbonyl)amino)-4-methyl-1H-1,2,3-triazol-1-yl)-[1,1'-biphenyl]-4-yl)cyclopropane-1-carboxylic acid